ClC1=CC=C(CCNC2=NC=C(C=N2)C=2OC(=NN2)N2C[C@H]3C([C@H]3C2)C2=CN=NN2C)C=C1 N-(4-chlorophenethyl)-5-(5-((1R,5S,6r)-6-(1-methyl-1H-1,2,3-triazol-5-yl)-3-azabicyclo[3.1.0]hexan-3-yl)-1,3,4-oxadiazol-2-yl)pyrimidin-2-amine